N,N'-bis-(3-hydroxypropyl)ethylenediamine OCCCNCCNCCCO